S1N=C(C=C1)C=1C=2N(C=C(C1)C(=O)O)C=C(N2)C 8-(isothiazol-3-yl)-2-methylimidazo[1,2-a]pyridine-6-carboxylic acid